BrC1=CC=C(C=C1)C12CCC(CC1)(CC2)C(=O)OC methyl 4-(4-bromophenyl)bicyclo[2.2.2]octane-1-carboxylate